OC=1C=C(C=O)C=C(C1)O 3,5-Dihydroxybenzaldehyd